(1S,1'R)-1'-(4-(4-(dimethoxymethyl)piperidin-1-yl)phenyl)-3,3',4,4'-tetrahydro-1'H,2H-1,2'-spirobi[naphthalen]-6'-ol COC(C1CCN(CC1)C1=CC=C(C=C1)[C@H]1C2=CC=C(C=C2CC[C@@]12CCCC1=CC=CC=C21)O)OC